ClC=1C=C(SC1)C=1N=C(SC1N1CCN(CC1)C1CCCCC1)NC(=O)C=1C=CC(=NC1)N1CCC(CC1)C(=O)O 1-(5-((4-(4-chlorothien-2-yl)-5-(4-cyclohexylpiperazin-1-yl)-1,3-thiazol-2-yl)carbamoyl)pyridin-2-yl)piperidine-4-carboxylic acid